COC=1C=C2CCCC(C2=CC1)=O 6-methoxy-3,4-dihydronaphthalen-1(2H)-one